(6aR,9R)-7-(cyclohexylmethyl)-N,N-diethyl-4,6,6a,7,8,9-hexahydroindolo[4,3-fg]quinoline-9-carboxamide C1(CCCCC1)CN1C[C@@H](C=C2C3=C4C(C[C@@H]12)=CNC4=CC=C3)C(=O)N(CC)CC